Natrium hydrogenphosphat P(=O)(O)([O-])[O-].[Na+].[Na+]